4-(4-fluorophenyl)-5-(4-methylquinazolin-6-yl)pyrimidin-2-amine FC1=CC=C(C=C1)C1=NC(=NC=C1C=1C=C2C(=NC=NC2=CC1)C)N